trimethoxysilan CO[SiH](OC)OC